3,4-dicyanofuran C(#N)C1=COC=C1C#N